CC(C(CC)=O)=O pentan-2,3-dione